ethyl 2-(3,3,3-trifluoropropyl)thiazole-4-carboxylate FC(CCC=1SC=C(N1)C(=O)OCC)(F)F